9-bromomethyl-9H-xanthene BrCC1C2=CC=CC=C2OC=2C=CC=CC12